C(C)(C)(C)NC1=NC=C2N=C(N(C2=N1)[C@@H]1CNCC1)NC1=CC(=CC(=C1)C(F)(F)F)Cl (S)-N2-tert-butyl-N8-(3-chloro-5-(trifluoromethyl)phenyl)-9-(pyrrolidin-3-yl)-9H-purine-2,8-diamine